CN1N=CC=2CC[C@H](CC12)C(=O)N[C@@H](CCO[C@@H]1C[C@H](C1)CCC1=NC=2NCCCC2C=C1)C(=O)O N-((R)-1-methyl-4,5,6,7-tetrahydro-1H-indazole-6-carbonyl)-O-(trans-3-(2-(5,6,7,8-tetrahydro-1,8-naphthyridin-2-yl)ethyl)cyclobutyl)homoserine